4-(5-bromo-2-pyridinyl)-2-methyl-pyrazol-3-amine BrC=1C=CC(=NC1)C1=C(N(N=C1)C)N